C1(=CC=CC=C1)[C@H]1NOC2=C1C=CC=C2 (R)-3-phenyl-2,3-dihydrobenzo[d]isoxazole